1-(((2-amino-5-(methoxycarbonyl)phenyl)amino)methyl)-2-azabicyclo[2.1.1]Hexane NC1=C(C=C(C=C1)C(=O)OC)NCC12NCC(C1)C2